Methyl 2-(5-bromo-4-methyl-2-oxo-1-{[2-(trimethylsilyl)ethoxy]methyl}quinolin-3-yl)acetate BrC1=C2C(=C(C(N(C2=CC=C1)COCC[Si](C)(C)C)=O)CC(=O)OC)C